C(#N)C=1C(=CC(=NC1)NC(N(C)C1=NC(=C(C=C1)CN1C(CN(CC1)C)=O)C=O)=O)N1CC(CC1)(C)OC 3-(5-cyano-4-(3-methoxy-3-methylpyrrolidin-1-yl)pyridin-2-yl)-1-(6-formyl-5-((4-methyl-2-oxopiperazin-1-yl)methyl)pyridin-2-yl)-1-methylurea